2-tert-butyl 3-methyl (1S,3S,4S)-5-hydroxy-2-azabicyclo[2.2.1]heptane-2,3-dicarboxylate OC1[C@@H]2[C@H](N([C@H](C1)C2)C(=O)OC(C)(C)C)C(=O)OC